ClC=1C=CC(=C(C1)C1=CC(N(C=C1OC)C(C(=O)OC(C)(C)C)CCC)=O)N1N=NN=C1 tert-Butyl 2-{4-[5-chloro-2-(1H-tetrazol-1-yl)phenyl]-5-methoxy-2-oxopyridin-1(2H)-yl}pentanoate